diisobutyl-phosphane C(C(C)C)PCC(C)C